(3-(4-(2-(3-(fluoromethyl)azetidin-1-yl)ethoxy)phenoxy)-6-hydroxybenzo[b]thiophen-2-yl)(phenyl)methanone FCC1CN(C1)CCOC1=CC=C(OC=2C3=C(SC2C(=O)C2=CC=CC=C2)C=C(C=C3)O)C=C1